furo[3,2-h]quinazolin-4-ol N1=CN=C(C2=CC=C3C(=C12)OC=C3)O